OCP([O-])([O-])=O hydroxy-methyl-phosphonate